ClC1=C(C=CC=C1OC)C=1C(N(C(N(C1)CC(N1CCC(CC1)N1C(NC2=C(CC1)C=CC=C2)=O)=O)=O)[C@H](COC)C)=O 5-(2-chloro-3-methoxy-phenyl)-3-((S)-2-methoxy-1-methyl-ethyl)-1-{2-oxo-2-[4-(2-oxo-1,2,4,5-tetrahydro-benzo[d][1,3]diazepin-3-yl)-piperidin-1-yl]-ethyl}-1H-pyrimidine-2,4-dione